(R)-N-[(1S)-1-[3-(2,2-dideuterio-1,1-difluoro-2-hydroxy-ethyl)-2-fluoro-phenyl]ethyl]-2-methyl-propane-2-sulfinamide [2H]C(C(F)(F)C=1C(=C(C=CC1)[C@H](C)N[S@](=O)C(C)(C)C)F)(O)[2H]